C1(C(CCCC1)C(=O)[O-])C(=O)[O-] cyclohexane-1,2-diformate